2-(4-(difluoromethyl)piperidin-1-yl)-N-(1-(4,4-difluoropiperidin-1-yl)-2-oxo-1,2-dihydropyridin-3-yl)-6-fluoro-4-((2-hydroxyethyl)sulfonamido)benzamide FC(C1CCN(CC1)C1=C(C(=O)NC=2C(N(C=CC2)N2CCC(CC2)(F)F)=O)C(=CC(=C1)NS(=O)(=O)CCO)F)F